pentaerythritol tetradodecyl-thiopropionate C(CCCCCCCCCCC)C(C(C(=S)OCC(CO)(CO)CO)(CCCCCCCCCCCC)CCCCCCCCCCCC)CCCCCCCCCCCC